N1-(2-(2-(2-azidoethoxy)ethoxy)ethyl)-N5-(2-(2,6-dioxopiperidin-3-yl)-1-oxoisoindolin-4-yl)glutaramide N(=[N+]=[N-])CCOCCOCCNC(CCCC(=O)NC1=C2CN(C(C2=CC=C1)=O)C1C(NC(CC1)=O)=O)=O